thiazolo[5,4-d]thiazole ditosylate S(=O)(=O)(O)C1=CC=C(C)C=C1.S(=O)(=O)(O)C1=CC=C(C)C=C1.S1C=NC2=C1N=CS2